(dimethylamino)-1,3-dioxan CN(C)C1OCCCO1